1,3-dihydrospiro[inden-2,4'-piperidine]-6-carbonitrile N1CCC2(CC1)CC1=CC(=CC=C1C2)C#N